OC1=CC(=NC(=C1)C1(COCC1)C)C 4-Hydroxy-2-methyl-6-(3-methyltetrahydrofuran-3-yl)pyridin